C[Si](NC(C(C(Cl)(Cl)Cl)(Cl)Cl)=O)(C)C N-(trimethylsilyl)-3-chloro-2,2,3,3-tetrachloropropionamide